2-(trans-4-(dimethylamino)cyclohexyl)-2,4-dimethyl-9-(thiophen-3-yl)-7,8-dihydro-[1,3]dioxolo[4,5-g]isoquinolin-5(6H)-one CN([C@@H]1CC[C@H](CC1)C1(OC=2C(=C(C=3CCNC(C3C2C)=O)C2=CSC=C2)O1)C)C